C(C)(C)N1C(N(C(C(=C1)C(=O)NC1=CC(=C(C=C1)OC1=CC(=NC=2N1N=CC2)C)F)=O)C2=C(C=CC=C2)C)=O 1-isopropyl-3-(2-methylphenyl)-N-(3-fluoro-4-((5-methylpyrazolo[1,5-a]pyrimidine-7-yl)oxy)phenyl)-2,4-dioxo-1,2,3,4-tetrahydropyrimidine-5-carboxamide